ClCCC1=CC=C(C=C1)CC1=CC=C(C=C1)CCl 1-(2-chloroethyl)-4-(4-(chloromethyl)benzyl)benzene